COC=1C=C2C(=NC=NC2=CC1OC)N1CCC(CC1)CCC(=O)O 3-(1-(6,7-dimethoxyquinazolin-4-yl)piperidin-4-yl)propionic acid